3-fluoro-1-methyl-1H-pyrazole-4-carbaldehyde FC1=NN(C=C1C=O)C